undecan-6-yl 1H-imidazole-1-carboxylate N1(C=NC=C1)C(=O)OC(CCCCC)CCCCC